C(C)OC1=C(C=CC=C1)C1=NC=2CN(CC3(CCN(CC3)C=3C(=NC(=CC3)OC)C(F)(F)F)C2C=C1)C[C@@H]1NCCC1 2-(2-ethoxyphenyl)-1'-[6-methoxy-2-(trifluoromethyl)-3-pyridinyl]-7-[[(2R)-pyrrolidin-2-yl]methyl]spiro[6,8-dihydro-1,7-naphthyridine-5,4'-piperidine]